C(C)(C)(C)OC(=O)N1CC2=CC=C(C=C2CC1)C1=NC(=CC2=C1C=CS2)OC 6-(6-methoxythieno[3,2-c]pyridin-4-yl)-3,4-dihydro-1H-isoquinoline-2-carboxylic acid tert-butyl ester